N-(2,4-difluorophenyl)-3-methyl-1-(thiazol-2-yl)-1H-pyrazole-4-carboxamide FC1=C(C=CC(=C1)F)NC(=O)C=1C(=NN(C1)C=1SC=CN1)C